6-((4-bromophenoxy)methyl)-2-oxo-6-(trifluoromethyl)-1,2-dihydropyridine-3-carboxamide BrC1=CC=C(OCC2(C=CC(C(N2)=O)C(=O)N)C(F)(F)F)C=C1